C(C)(C)(C)OC(=O)N([C@H](C(=O)OC)CCC=O)C(=O)OC(C)(C)C Methyl (2S)-2-[bis(tert-butoxycarbonyl)amino]-5-oxo-pentanoate